chloro-2-fluororibose ClC(=O)[C@](O)([C@H](O)[C@H](O)CO)F